N[C@H]1[C@@H](CCCCCC1)C1=C(C2=NC(=CC(=C2S1)NCC=1SC=CC1)Cl)Br 2-((1r,2r)-2-aminocyclooctyl)-3-bromo-5-chloro-N-(thiophen-2-ylmethyl)thieno[3,2-b]pyridin-7-amine